ClC(C(=O)N(CC=C)CC1OCCO1)Cl 2,2-dichloro-N-(1,3-dioxolane-2-ylmethyl)-N-(2-propenyl)acetamide